4H-benzo[d][1,3]oxathiin-4-one S1COC(C2=C1C=CC=C2)=O